3-phenyl-2,4-pentanedione C1(=CC=CC=C1)C(C(C)=O)C(C)=O